ClC=1C=C(C=CC1F)C1=CSC2=C1C(N(C=C2)CC(=O)N2C[C@@H](CC2)F)=O (R)-3-(3-chloro-4-fluorophenyl)-5-(2-(3-fluoropyrrolidin-1-yl)-2-oxoethyl)thieno[3,2-c]pyridin-4(5H)-one